2-(2-(((5,6-dichloro-2-(1H-tetrazol-1-yl)phenyl)amino)-2-oxoacetamido)-3-phenylpropionamido)benzoic acid ClC=1C=CC(=C(C1Cl)NC(C(=O)NC(C(=O)NC1=C(C(=O)O)C=CC=C1)CC1=CC=CC=C1)=O)N1N=NN=C1